(aminomethyl)-3-methoxypyridin-2-amine NCC1=C(C(=NC=C1)N)OC